N-(methacryloxyethyl)-succinimide C(C(=C)C)(=O)OCCN1C(CCC1=O)=O